6-fluoro-5-(2-fluoro-5-(4-fluoro-1H-pyrazol-3-yl)phenoxy)-4-(methylsulfonyl)-1-tosyl-1H-indole FC1=C(C(=C2C=CN(C2=C1)S(=O)(=O)C1=CC=C(C)C=C1)S(=O)(=O)C)OC1=C(C=CC(=C1)C1=NNC=C1F)F